N-cyclobutyl-2-(4-fluorophenyl)-5-(trifluoro-methyl)-1H-pyrrolo[2,3-b]pyridin-4-amine C1(CCC1)NC=1C2=C(N=CC1C(F)(F)F)NC(=C2)C2=CC=C(C=C2)F